1-[4-[[3-[4-(difluoromethoxy)phenyl]imidazo[1,2-a]pyrazin-8-yl]amino]-2-methylbenzoyl]-N-[(3-fluoroazetidin-3-yl)methyl]piperidine-4-carboxamide FC(OC1=CC=C(C=C1)C1=CN=C2N1C=CN=C2NC2=CC(=C(C(=O)N1CCC(CC1)C(=O)NCC1(CNC1)F)C=C2)C)F